BrC1=NNC(=C1C)Br 3,5-Dibromo-4-methyl-1H-pyrazole